Ethyl 2-(4-((4-(3-ethyl-4-(trifluoromethyl) benzyl) piperazin-1-yl) methyl)-2,6-dimethylphenoxy)-2-methylpropionate C(C)C=1C=C(CN2CCN(CC2)CC2=CC(=C(OC(C(=O)OCC)(C)C)C(=C2)C)C)C=CC1C(F)(F)F